chloro-2-fluoro-N-[4-[4-([2-[(2-hydroxyethyl)(methyl)amino]ethyl]amino)-3-methyl-1H-pyrazolo[3,4-d]pyrimidin-6-yl]phenyl]benzenesulfonamide ClC=1C(=C(C=CC1)S(=O)(=O)NC1=CC=C(C=C1)C1=NC(=C2C(=N1)NN=C2C)NCCN(C)CCO)F